tetraoctyl-3-oxoglutarate C(CCCCCCC)C(C(C(C(=O)[O-])(CCCCCCCC)CCCCCCCC)=O)(C(=O)[O-])CCCCCCCC